dihydro-1,3-thiazol S1CNC=C1